tert-butyl (2-(2-aminoethoxy)ethyl)(2-(3-(6-(5-cyano-1H-pyrazolo[3,4-b]pyridin-1-yl)-4-(cyclopropylamino)nicotinamido)-2-fluoropropoxy)ethyl)carbamate NCCOCCN(C(OC(C)(C)C)=O)CCOCC(CNC(C1=CN=C(C=C1NC1CC1)N1N=CC=2C1=NC=C(C2)C#N)=O)F